C(C)(C)(C)C1CNC2=C(O1)C=C(C(=C2)OC)N2N=C(C=1C=NC(=CC12)C=1C=NN2C1N=CC=C2)N2C(OC(C2)C(=O)OCC)=O tert-Butyl-7-(3-(5-(ethoxycarbonyl)-2-oxooxazolidin-3-yl)-6-(pyrazolo[1,5-a]pyrimidin-3-yl)-1H-pyrazolo[4,3-c]pyridin-1-yl)-6-methoxy-2,3-dihydro-4H-benzo[b][1,4]oxazine